(E)-6-oximino-2-acetoxyheptane N(/O)=C(\CCCC(C)OC(C)=O)/C